2,4,6-trimethyl-3,5-diaminobenzenesulfonic acid CC1=C(C(=C(C(=C1N)C)N)C)S(=O)(=O)O